C(C=C)(=O)N1CC(CC1)N1N=C(C=2N=CN(C(C21)=O)C)C2=CC=C(C=C2)C(F)(F)F 1-(1-acryloylpyrrolidin-3-yl)-6-methyl-3-(4-(trifluoromethyl)phenyl)-1,6-dihydro-7H-pyrazolo[4,3-d]pyrimidin-7-one